ClC=1C=C2C=C(C=NC2=CC1)C(=O)N[C@H]1CC[C@@H](N(C1)C(=O)OC(C)(C)C)C=1OC(=NN1)OCCOC(F)(F)F tert-butyl (2R,5S)-5-(6-chloroquinoline-3-amido)-2-{5-[2-(trifluoromethoxy)ethoxy]-1,3,4-oxadiazol-2-yl}piperidine-1-carboxylate